COC(=O)C=1C=2C=CNC2C=CC1OC1=CC(=CC=C1)C#N.OC1(CNCC1)C1=CC=C(C=C1)C(=O)N1CCC(CC1)C1=CC=C(C=C1)C(F)(F)F (4-(3-Hydroxypyrrolidin-3-yl)phenyl)(4-(4-(trifluoromethyl)phenyl)piperidin-1-yl)methanone methyl-5-(3-cyanophenoxy)-1H-indole-4-carboxylate